C(C)(C)(C)OC(N[C@H]1CN2C3=C(C(=C2CC1)C1=CC=C(C=C1)OC1=CC=CC=C1)C(=NC=N3)N)=O (R)-(4-amino-5-(4-phenoxyphenyl)-6,7,8,9-tetrahydropyrimidino[5,4-b]indolizin-8-yl)carbamic acid tert-butyl ester